CC12CCCCC2CCC1(O)C1=NC=CC=C1 7a-methyl-1-(pyridin-2-yl)octahydro-1H-inden-1-ol